C(C1=CC=CC=C1)NC1CCN(CC1)CCCOC1=CC(OC2=CC(=CC=C12)C1=CC(=NC=C1)C1(CC1)C(=O)N)=O (4-(4-(3-(4-(benzylamino)piperidin-1-yl)propoxy)-2-oxo-2H-chromen-7-yl)pyridin-2-yl)cyclopropanecarboxamide